5-((6-chloro-5-(4'-((3-(2-hydroxyethoxy)azetidin-1-yl)methyl)-[1,1'-biphenyl]-4-yl)-1H-imidazo[4,5-b]pyridin-2-yl)oxy)-2-methylbenzoic acid ClC=1C=C2C(=NC1C1=CC=C(C=C1)C1=CC=C(C=C1)CN1CC(C1)OCCO)N=C(N2)OC=2C=CC(=C(C(=O)O)C2)C